C(#N)C1=CC(=C(C=C1)NC(=O)C12CC(C1)(C2)C(F)(F)F)C(N[C@@H](CCC(C)(F)F)C(C(=O)NC)=O)=O N-[4-cyano-2-[[(1S)-4,4-difluoro-1-[2-(methylamino)-2-oxo-acetyl]pentyl]carbamoyl]phenyl]-3-(trifluoromethyl)bicyclo[1.1.1]pentane-1-carboxamide